6-methoxy-1,2,3,4-tetrahydroisoquinolin-7-amine COC=1C=C2CCNCC2=CC1N